2-[(1Z)-5-fluoro-1-{[4-(4-fluorophenoxy)phenyl]methylene}-2-methyl-1H-inden-3-yl]-N-hydroxyacetamide FC=1C=C2C(=C(/C(/C2=CC1)=C/C1=CC=C(C=C1)OC1=CC=C(C=C1)F)C)CC(=O)NO